di-tert-butyl ((4S)-5-amino-2-((triisopropylsilyl)oxy)pentane-1,4-diyl)dicarbamate NC[C@H](CC(CNC(OC(C)(C)C)=O)O[Si](C(C)C)(C(C)C)C(C)C)NC(OC(C)(C)C)=O